C(C)OC(CCCCCC1C(C1)CCCCCCCCC(CCCCCCCCC)CN(C)C)=O ethyl-6-(2-{9-[(dimethylamino)methyl]octadecyl}cyclopropyl)hexanoate